CN(C=1C=C(C=CC1)NC1=NC2=C(C=3C=CC(=CC13)C(=O)O)NC(C2=O)=O)C 5-((3-(dimethylamino)phenyl)amino)-2,3-dioxo-2,3-dihydro-1H-pyrrolo[3,2-c]isoquinoline-7-carboxylic acid